methyl octadec-9-enoate C(CCCCCCCC=CCCCCCCCC)(=O)OC